Methyl 5-methyl-2-((6-methyl pyrazolo[1,5-a]pyrimidine-3-carboxamido)methyl)benzofuran-7-carboxylate CC=1C=C(C2=C(C=C(O2)CNC(=O)C=2C=NN3C2N=CC(=C3)C)C1)C(=O)OC